6-Methyltetrahydro-2H-thiopyran-3-ylsulfamic acid sodium salt [Na+].CC1CCC(CS1)NS([O-])(=O)=O